3-allylpyridin-4-amine C(C=C)C=1C=NC=CC1N